R-N-[(1-aminoisoquinolin-6-yl)methyl]-5-chloro-2-(((5-oxopyrrolidin-2-yl)methyl)amino)nicotinamide NC1=NC=CC2=CC(=CC=C12)CNC(C1=C(N=CC(=C1)Cl)NC[C@@H]1NC(CC1)=O)=O